BrC1=C(OC=2C(=NC(=NC2)N)N)C=C(C(=C1)OC)OC 5-(2-Bromo-4,5-dimethoxy-phenoxy)-pyrimidine-2,4-diamine